BrC1=CC=C(C=N1)NCCCO[Si](C)(C)C(C)(C)C (6-bromo-3-pyridinyl)-[3-[tert-butyl-(dimethyl)silyl]oxypropyl]amine